N-(2,4,6-trimethylbenzyl)-N-methylpentane-1-amine CC1=C(CN(CCCCC)C)C(=CC(=C1)C)C